OC(CCCC)CCC=CC=CC(CCC)O 5,12-dihydroxypentadec-8,10-diene